CN1N=CC(=C1)C=1C=C2C=C(N=CC2=CC1)NC(=O)NC1N(CCCC1)C 1-(6-(1-Methyl-1H-pyrazol-4-yl)isoquinolin-3-yl)-3-(1-methylpiperidinyl)urea